C1(=CC=CC=C1)CC(=O)[O-].[I+].ClC1=CN(C2=NC=C(C=C21)C(=O)N2CCC(CC2)F)C2=NC(=CN=C2)C (3-chloro-1-(6-methylpyrazin-2-yl)-1H-pyrrolo[2,3-b]pyridin-5-yl)(4-fluoropiperidin-1-yl)methanone iodine phenylacetate